2-chloro-N-(1-isopropylpiperidin-4-yl)-7H-pyrrolo[2,3-d]pyrimidin-4-amine ClC=1N=C(C2=C(N1)NC=C2)NC2CCN(CC2)C(C)C